Dimethylbenzyl mercaptoacetate SCC(=O)OC(C1=CC=CC=C1)(C)C